N1N=NC=C1C1[C@H]2CN(C[C@@H]12)C1=NN=C(O1)C=1N=CC(=NC1)NCCC1=CC=C(C=C1)Cl 5-(5-((1R,5S,6r)-6-(1H-1,2,3-triazol-5-yl)-3-azabicyclo[3.1.0]hexan-3-yl)-1,3,4-oxadiazol-2-yl)-N-(4-chlorophenethyl)pyrazin-2-amine